IC1=C(C(=CC=C1)C)C1=C(C=CC=C1C)[S@@](=NC(C1=CC=CC=C1)=O)C=1SC=CC1 N-((R)-((R)-2'-iodo-6,6'-dimethyl-[1,1'-biphenyl]-2-yl)(thiophen-2-yl)-λ4-sulfaneylidene)benzamide